ClC1=CC2=C(N(C(N=C2N2[C@H](CN(CC2)C(C=C)=O)C)=O)C2=C(C=CC=C2C)CC)N=C1C1=C(C=CC=C1O)F 6-chloro-1-(2-ethyl-6-methylphenyl)-7-(2-fluoro-6-hydroxyphenyl)-4-((2S)-2-methyl-4-(2-propenoyl)-1-piperazinyl)pyrido[2,3-d]pyrimidin-2(1H)-one